C(C)N1C(NCC1=O)=O 3-ethyl-2,4-dioxoimidazolidin